FC(S(=O)(=O)OC1=C(CCC1)C(=O)OC)(F)F methyl 2-((trifluoromethanesulfonyl)oxy)cyclopent-1-ene-1-carboxylate